(S) or (R)-4-acetyl-N'-(((R)-3-methyl-1,2,3,5,6,7-hexahydrodicyclopenta[b,e]pyridin-8-yl)carbamoyl)thiophene-2-sulfonimidamide C(C)(=O)C=1C=C(SC1)[S@](=O)(N)=NC(NC1=C2C(=NC3=C1CCC3)[C@@H](CC2)C)=O |o1:8|